(2R,3R,4R,5R)-5-((5-chloro-3-fluoropyridin-2-yl)amino)-2-(hydroxymethyl)tetrahydro-2H-pyran-3,4-diol ClC=1C=C(C(=NC1)N[C@H]1[C@H]([C@H]([C@H](OC1)CO)O)O)F